Cl.OC=1C=C(C=CC1C1=CN=C(N=N1)N1C[C@@H](NCC1)C(C)C)C=1SC(=CN1)C#N 2-(3-hydroxy-4-{3-[(3S)-3-(propan-2-yl)piperazin-1-yl]-1,2,4-triazin-6-yl}phenyl)-1,3-thiazole-5-carbonitrile hydrochloride